OCC1OC(OC1C)=O 4-hydroxymethyl-5-methyl-1,3-dioxolan-2-one